C1(=CC=C(C=C1)OCCCCCC(=O)O)OCCCCCC(=O)O.N1=CN=C(C2=CC=CC=C12)OCCCCCCN1CCOCC1 4-(6-(quinazolin-4-yloxy)hexyl)morpholine (1,4-phenylenebis(oxy))bis(ethane-2,1-diyl)dibutyrate